O.C(C)N=C=NCCCN(C)C 1-ethyl-3-(3-dimethylaminopropyl)-carbodiimide hydrate